6-chloro-2-(difluoromethyl)-3-nitro-pyridine ClC1=CC=C(C(=N1)C(F)F)[N+](=O)[O-]